3-(methyl(piperidin-4-yl)amino)-8-(1H-tetrazol-5-yl)-5H-chromeno[2,3-c]-pyridin-5-one CN(C1=CC2=C(C=N1)OC1=CC(=CC=C1C2=O)C2=NN=NN2)C2CCNCC2